ClC1=C(C=C2C=NN(C2=C1)CC1(CC1)C)\N=C\1/NC(N(C(N1CC1=C(C=C(C(=C1)F)F)F)=O)CC1=NN(C=N1)C)=O (E)-6-((6-chloro-1-((1-methylcyclopropyl)methyl)-1H-indazol-5-yl)imino)-3-((1-methyl-1H-1,2,4-triazol-3-yl)methyl)-1-(2,4,5-trifluorobenzyl)-1,3,5-triazine-2,4-dione